(2R,3S,5R)-5-(4-amino-2-chloro-7H-pyrrolo[2,3-d]pyrimidin-7-yl)-2-ethynyl-2-(hydroxymethyl)tetrahydrofuran-3-yl phenethyl carbonate C(O[C@@H]1[C@](O[C@H](C1)N1C=CC2=C1N=C(N=C2N)Cl)(CO)C#C)(OCCC2=CC=CC=C2)=O